O[C@H]1C[C@@H]2[C@]3(CCCC[C@H]3CC[C@H]2[C@@H]2CC[C@H]([C@@H](CCC(=O)O)C)[C@@]12C)C α,12α-hydroxy-5β-cholanic acid